1-[3-bromo-5-(2-hydroxyethylamino)phenyl]-3-[3-chloro-2-(2-hydroxyethyl)phenyl]urea BrC=1C=C(C=C(C1)NCCO)NC(=O)NC1=C(C(=CC=C1)Cl)CCO